CC1=CC=C(C=C1)C1(SCCCS1)\C=C\C=C(C1=CC=C(C=C1)C)C1=CC=C(C=C1)C (E)-2-(4-methylphenyl)-2-(4,4-bis(4-methylphenyl)-1,3-butadienyl)-1,3-dithiane